1,2-bis(2-(2-chloroethoxy)ethoxy)ethane ClCCOCCOCCOCCOCCCl